ClC1=C(C=CC(=C1)F)C1=C(C=C(C(=C1)Cl)C(=O)NC=1C=C2C(=NC1)SC(=N2)Cl)F 2',5-Dichloro-N-(2-chlorothiazolo[5,4-b]pyridin-6-yl)-2,4'-difluoro-[1,1'-biphenyl]-4-Formamide